6-fluoro-7-methoxy-N4-[(4-methylsulfanylphenyl)methyl]quinoline-3,4-diamine FC=1C=C2C(=C(C=NC2=CC1OC)N)NCC1=CC=C(C=C1)SC